FC=1C=C(C=C(C1)F)C[C@@H](C(=O)OC(C)C)N[P@](=O)(OC1=CC=CC=C1)OC1=C(C(=C(C(=C1F)F)F)F)F Isopropyl (S)-3-(3,5-difluorophenyl)-2-(((S)-(perfluorophenoxy)(phenoxy)phosphoryl)amino)propanoate